N-methyl-1-(4-(perfluoroethyl)-phenyl)methanamine CNCC1=CC=C(C=C1)C(C(F)(F)F)(F)F